C1(CC1)S(=O)(=O)N1CCC(CC1)NC1=NC2=C(C=C(C=C2C=N1)C(F)F)N1CC2(C1)CN(CC2)C(=O)OC(C)(C)C tert-butyl 2-(2-((1-(cyclopropylsulfonyl) piperidin-4-yl) amino)-6-(difluoromethyl) quinazolin-8-yl)-2,6-diazaspiro[3.4]octane-6-carboxylate